1-cyclopropyl-6,7-difluoro-1,4-dihydroquinoline-3-carboxylic acid C1(CC1)N1C=C(CC2=CC(=C(C=C12)F)F)C(=O)O